distearoyl-phosphocholine C(CCCCCCCCCCCCCCCCC)(=O)C(OP(=O)([O-])O)(C[N+](C)(C)C)C(CCCCCCCCCCCCCCCCC)=O